6-(1-(4-fluorophenyl)ethyl)-5-((2-(pyrrolidin-1-yl)ethyl)amino)pyrazine-2-carboxamide 2,2,2-trifluoroacetate FC(C(=O)O)(F)F.FC1=CC=C(C=C1)C(C)C1=C(N=CC(=N1)C(=O)N)NCCN1CCCC1